C(C)(C)C1=CC(=NN1)C(=O)N1CC2(CN(C2)C(=O)C=2SC=C(C2)C2=CC=C(C=C2)OC)C1 (5-Isopropyl-1H-pyrazol-3-yl)-[2-[4-(4-methoxyphenyl)thiophene-2-carbonyl]-2,6-diazaspiro[3.3]heptan-6-yl]methanone